4-(2-{2-[3-(azetidin-3-yl)-[1,2,4]triazolo[4,3-a]pyridin-6-yl]-5-fluorophenoxy}ethyl)-1,3,5-trimethyl-1H-pyrazole N1CC(C1)C1=NN=C2N1C=C(C=C2)C2=C(OCCC=1C(=NN(C1C)C)C)C=C(C=C2)F